tungsten fluoride oxide [W](F)(F)(F)(F)=O